[I-].S1C(=CC=C1)CN 2-thienylmethylamine iodide